CC1=NC(=CC(=C1)C1=C(C=CC=C1)C=1C(=CC=CC1)C1=CC=CC=C1)C (2,6-dimethylpyridin-4-yl)-[1,1':2',1''-terphenyl]